6-[(1,3-dihydroxypropan-2-yl)amino]hexanoic acid undecyl ester C(CCCCCCCCCC)OC(CCCCCNC(CO)CO)=O